ethyl 1-{1-[4-chloro-4'-(piperazin-1-yl)[1,1'-biphenyl]-2-yl]piperidin-3-yl}-5-(trifluoromethyl)-1H-pyrazole-4-carboxylate hydrochloride Cl.ClC1=CC(=C(C=C1)C1=CC=C(C=C1)N1CCNCC1)N1CC(CCC1)N1N=CC(=C1C(F)(F)F)C(=O)OCC